(2-(2-aminopyridin-3-yl)-3-(4-(hydroxymethyl)phenyl)-3H-imidazo[4,5-b]pyridin-5-yl)methyl acetate C(C)(=O)OCC1=CC=C2C(=N1)N(C(=N2)C=2C(=NC=CC2)N)C2=CC=C(C=C2)CO